(S)-N-(2-Chloro-3-(3'-chloro-6-methoxy-5-((((5-oxopyrrolidin-2-yl)methyl)amino)methyl)-[2,4'-bipyridin]-2'-yl)phenyl)-5-(((3-fluoropropyl)amino)methyl)thiazole-2-carboxamide ClC1=C(C=CC=C1C1=NC=CC(=C1Cl)C1=NC(=C(C=C1)CNC[C@H]1NC(CC1)=O)OC)NC(=O)C=1SC(=CN1)CNCCCF